CC1=CC=C(CNC(CCC2=CC=CC=C2)=O)C=C1 N-(4-methylbenzyl)-3-phenylpropionylamine